diethoxy(ethyl)(ethoxymethyl)silane C(C)O[Si](COCC)(CC)OCC